2-[1-[2-[tert-butyl(dimethyl)silyl]oxyethyl]-5-(hydroxylmethyl)-4-iodo-pyrazol-3-yl]oxyacetonitrile [Si](C)(C)(C(C)(C)C)OCCN1N=C(C(=C1CO)I)OCC#N